1-(3-(((2,3-dihydroxy-2-(hydroxymethyl)propyl)amino)methyl)azetidin-1-yl)-2-(4-(3-(1-(5-ethylpyrimidin-2-yl)piperidin-4-yl)propoxy)-2,6-difluorophenyl)ethan-1-one OC(CNCC1CN(C1)C(CC1=C(C=C(C=C1F)OCCCC1CCN(CC1)C1=NC=C(C=N1)CC)F)=O)(CO)CO